L-aspartic acid-D3 [2H][C@@](C(=O)O)(C([2H])([2H])C(=O)O)N